N(N)C1=NC=CC(=C1)N1CCN(CC1)C(=O)OC(C)(C)C tert-butyl 4-(2-hydrazino-4-pyridyl)piperazine-1-carboxylate